C(C1=CC=CC=C1)OC(NC1=CC(=NC=C1)[S@@](=O)(=NC)C)=O.O1C=NC=C1C=1C=C2C=C(N=CC2=CC1)NC(=O)C1CCOCC1 |r| N-(6-(oxazol-5-yl)isoquinolin-3-yl)tetrahydro-2H-pyran-4-carboxamide rac-benzyl-N-[2-(N,S-dimethylsulfonimidoyl)-4-pyridyl]carbamate